FC(OC1=CC=C(C=C1)C(C)NC(C)=O)(F)F N-(1-(4-(trifluoromethoxy)phenyl)ethyl)acetamide